(3aR,6aS)-2-(1,3-benzo-dioxol-5-ylmethyl)-5-[[6-(2,4-dimethyl-pyrazol-3-yl)pyridazin-3-yl]oxymethyl]-3,3a,4,5,6,6a-hexahydro-1H-cyclopenta[c]pyrrole O1COC2=C1C=CC(=C2)CN2C[C@@H]1[C@H](C2)CC(C1)COC=1N=NC(=CC1)C=1N(N=CC1C)C